CC1=C(C=CC(=C1)C1CCN(CC1)C)NC1=NC=C(C(=N1)NCCCN1C(CCCC1)=O)C(F)(F)F 1-(3-((2-((2-methyl-4-(1-methylpiperidin-4-yl)phenyl)amino)-5-(trifluoromethyl)pyrimidin-4-yl)amino)propyl)piperidin-2-one